3-((4-(methylsulfonyl)phenoxy)methyl)azepane methyl-5-methylpyrrolo[2,3-b]pyrazine-2-carboxylate COC(=O)C=1N=C2C(=NC1)N(C=C2)C.CS(=O)(=O)C2=CC=C(OCC1CNCCCC1)C=C2